FC1=C(C(=CC=C1)F)NC(C1=C(C=C(C(=C1)F)N1N=C(N(C1=O)C)CC)O[C@@H](C)CCC)=O N-(2,6-difluorophenyl)-4-(3-ethyl-4-methyl-5-oxo-4,5-dihydro-1H-1,2,4-triazol-1-yl)-5-fluoro-2-[(2S)-pentan-2-yloxy]benzamide